3-(5-(difluoromethyl)-1,3,4-thiadiazol-2-yl)-8-(4-(1-hydroxyethyl)piperidin-1-yl)-N-(1-methylcyclopropyl)imidazo[1,5-a]pyridine-6-sulfonamide FC(C1=NN=C(S1)C1=NC=C2N1C=C(C=C2N2CCC(CC2)C(C)O)S(=O)(=O)NC2(CC2)C)F